1-[4-(3-{5-[(R)-{1-[2-(tert-Butyl-dimethyl-silanyloxy)-ethyl]-3-methyl-azetidin-3-yl}-hydroxy-(4-isopropyl-phenyl)-methyl]-pyridin-3-yl}-[1,2,4]oxadiazol-5-yl)-piperidin-1-yl]-ethanone C(C)(C)(C)[Si](OCCN1CC(C1)(C)[C@@](C=1C=C(C=NC1)C1=NOC(=N1)C1CCN(CC1)C(C)=O)(C1=CC=C(C=C1)C(C)C)O)(C)C